2-((6-(1,1-difluoroethyl)-2-methylpyridin-3-yl)sulfonyl)-2-azaspiro[3.3]heptan-6-one FC(C)(F)C1=CC=C(C(=N1)C)S(=O)(=O)N1CC2(C1)CC(C2)=O